2-Amino-5-methylbenzoat NC1=C(C(=O)[O-])C=C(C=C1)C